CC=1C2=C(C=CC1)N(C=1C(=NC3=CC=CC=C3C12)C1=CC=CC=C1)C1=NC=CC=C1 11-methyl-6-phenyl-7-(pyridin-2-yl)-7H-indolo[2,3-c]quinoline